2-(2-Hydroxyethoxy)ethanol OCCOCCO